6-bromo-1-(4-fluorobenzyl)-2-oxo-1,2-dihydro-1,8-naphthyridine-3-carboxylic acid BrC=1C=C2C=C(C(N(C2=NC1)CC1=CC=C(C=C1)F)=O)C(=O)O